N-[(2-amino-5-fluoroquinolin-7-yl)methyl]-N-(2-methanesulfonylpyridin-3-yl)-5-(trifluoro-methyl)pyridine-3-carboxamide NC1=NC2=CC(=CC(=C2C=C1)F)CN(C(=O)C=1C=NC=C(C1)C(F)(F)F)C=1C(=NC=CC1)S(=O)(=O)C